1-(cyclopropylsulfonyl)-4-(5H-imidazo[5,1-a]isoindol-5-yl)piperidin-3-ol C1(CC1)S(=O)(=O)N1CC(C(CC1)C1N2C(C3=CC=CC=C13)=CN=C2)O